C(#C)C1(CC1)NC(=O)C1(CC1)C(F)(F)F N-(1-ethynylcyclopropyl)-1-(trifluoromethyl)cyclopropanecarboxamide